C(#N)C1=CC=C(C=C1)N1CCN(CC1)C=1N=C2N(C(C1C)=O)C=C(C=C2[C@@H](C)NC2=C(C(=O)OC)C=CC=C2)C methyl (R)-2-((1-(2-(4-(4-cyanophenyl)piperazin-1-yl)-3,7-dimethyl-4-oxo-4H-pyrido[1,2-a]pyrimidin-9-yl)ethyl)amino)benzoate